C(C)(C)OC=1C=C(C#N)C=CC1C(C1=CC=NC=C1)OC1=CC=C2C(CCOC2=C1C)=O 3-isopropoxy-4-(((8-methyl-4-oxochroman-7-yl)oxy)(pyridin-4-yl)methyl)benzonitrile